(±)-2-(2-methylbutyl)naphthalene C[C@@H](CC1=CC2=CC=CC=C2C=C1)CC |r|